[6-(3,3-difluoro-pyrrolidin-1-yl)-pyridin-3-ylmethyl]-(6-imidazo[1,2-a]pyridin-3-yl-pyrimidin-4-yl)-amine FC1(CN(CC1)C1=CC=C(C=N1)CNC1=NC=NC(=C1)C1=CN=C2N1C=CC=C2)F